2-(2,6-dioxopiperidin-3-yl)-4-(4-((4-(5-methylisoxazol-3-yl)piperazin-1-yl)methyl)benzylamino)isoindoline-1,3-dione O=C1NC(CCC1N1C(C2=CC=CC(=C2C1=O)NCC1=CC=C(C=C1)CN1CCN(CC1)C1=NOC(=C1)C)=O)=O